C(C)(C)(C)OC(NCC1=NC=C(C=C1)C(C)(C)O)=O ((5-(2-hydroxy-prop-2-yl)pyridin-2-yl)methyl)carbamic acid tert-butyl ester